N1(CCOCC1)C=1N=C(C2=C(N1)C(N(C2)C(C)C)=O)NC2=CC=C(C=C2)C2=CSC=C2 2-(Morpholin-4-yl)-6-(propan-2-yl)-4-{[4-(thiophen-3-yl)phenyl]amino}-5,6-dihydro-7H-pyrrolo[3,4-d]pyrimidin-7-one